C1(CCC(N1CCC(=O)O)=O)=O 3-succinimidyl-propionic acid